N1=CC(=CC=C1)N[C@@H](C)C(=O)O (3-pyridyl)-L-alanine